{[2,3-Bis-(4-fluoro-phenyl)-7-hydroxy-thieno[3,2-c]pyridine-6-carbonyl]-amino}-acetic acid FC1=CC=C(C=C1)C1=C(C=2C=NC(=C(C2S1)O)C(=O)NCC(=O)O)C1=CC=C(C=C1)F